trimethylhydroxypropyloctanoic acid ammonium salt [NH4+].CC(CCCCCC(C(=O)[O-])CCCO)(C)C